racemic-ethyl 6,8-dichlorooctanoate Cl[C@H](CCCCC(=O)OCC)CCCl |r|